4-naphthalenedipropionic acid C1(=CC=C(C2=CC=CC=C12)CCC(=O)O)CCC(=O)O